3-[5-(difluoromethyl)-1,3,4-thiadiazol-2-yl]-1-[(2,4-dimethylthiazol-5-yl)methyl]-N-(1-methylcyclopropyl)-2-oxo-benzimidazole-5-sulfonamide FC(C1=NN=C(S1)N1C(N(C2=C1C=C(C=C2)S(=O)(=O)NC2(CC2)C)CC2=C(N=C(S2)C)C)=O)F